C(C)C1(C(C(C1=O)(CCC(C)C)CC)=O)CCC(C)C 2,4-diethyl-2,4-diisoamylcyclobutane-1,3-dione